21-((tert-butyldiphenylsilyl)oxy)heneicosan-10-one [Si](C1=CC=CC=C1)(C1=CC=CC=C1)(C(C)(C)C)OCCCCCCCCCCCC(CCCCCCCCC)=O